OCCOCCOCCNC(=O)C=1N(C=C(C1)NC(=O)C=1N(C=C(C1)NC(C1=CC=C(C=C1)\C=C\C=1C=NC2=CC=CC=C2C1)=O)C)C (E)-N-(2-(2-(2-hydroxyethoxy)ethoxy)ethyl)-1-methyl-4-(1-methyl-4-(4-(2-(quinolin-3-yl)vinyl)benzamido)-1H-pyrrole-2-carboxamido)-1H-pyrrole-2-carboxamide